tert-Butyl 4-[4-[3-cyano-5-[1-(5-methyl-1,3,4-thiadiazol-2-yl)ethoxy]imidazo[1,2-a]pyridin-7-yl]-5-methyl-triazol-1-yl]piperidine-1-carboxylate C(#N)C1=CN=C2N1C(=CC(=C2)C=2N=NN(C2C)C2CCN(CC2)C(=O)OC(C)(C)C)OC(C)C=2SC(=NN2)C